8-(benzofuran-2-yl)-1,3-dimethyl-1H-purine-2,6(3H,7H)-dione O1C(=CC2=C1C=CC=C2)C2=NC=1N(C(N(C(C1N2)=O)C)=O)C